1-(5-(tert-butyl)-1,3,4-thiadiazol-2-yl)-3-(2-fluoro-4-((3-oxo-3,4-dihydropyrido[2,3-b]pyrazin-8-yl)oxy)phenyl)urea C(C)(C)(C)C1=NN=C(S1)NC(=O)NC1=C(C=C(C=C1)OC1=CC=NC=2NC(C=NC21)=O)F